ClC1=CC=C(C=N1)COC1=CC=CC(=N1)C1=CC(=C(CC2=NC3=C(N2CCOC)C=CC=C3)C=C1F)F 2-(4-(6-((6-chloropyridin-3-yl)methoxy)pyridin-2-yl)-2,5-difluorobenzyl)-1-(2-methoxyethyl)-1H-benzo[d]imidazole